[N+](=O)([O-])C=1C=C(C(=O)OC)C=CC1S(=O)(=O)CC1=CC=C(C=C1)C(F)(F)F methyl 3-nitro-4-((4-(trifluoromethyl)benzyl)sulfonyl)benzoate